3-[(Benzo[d][1,3]dioxolan-4-yl)-oxy]-3-(3-methoxyphenyl)-N,N-dimethylpropylamine O1COC2=C1C=CC=C2OC(CCN(C)C)C2=CC(=CC=C2)OC